C(C(=C)C)(=O)OC(C(=O)NC(=S)N)CCCC (2-methacryloxyhexanoyl)-thiourea